C[C@H]1[C@@H](C[C@H]([C@@H](O1)OCCC(=O)CC(=O)[O-])O)O The molecule is a hydroxy fatty acid ascaroside anion that is the conjugate base of bkos#9, obtained by deprotonation of the carboxy group; major species at pH 7.3. It is a hydroxy fatty acid ascaroside anion and a 3-oxo monocarboxylic acid anion. It is a conjugate base of a bkos#9.